O1CC(C1)C1=CC(=NO1)C(=O)NC1C[C@H]2CC[C@@H](C1)N2S(=O)(=O)CC2CCN(CC2)C(=O)OC(C)(C)C tert-butyl 4-((((1R,3r,5S)-3-(5-(oxetan-3-yl)isoxazole-3-carboxamido)-8-azabicyclo[3.2.1]octan-8-yl)sulfonyl)methyl)piperidine-1-carboxylate